FC(F)(F)C=1C(OCC1)=O (trifluoromethyl)furan-2(5H)-one